5-[2-methyl-8-(trifluoromethyl)imidazo[1,2-a]pyridin-6-yl]-2-{3-[(3S)-3-(propan-2-yl)piperazin-1-yl]-1,2,4-triazin-6-yl}phenol dihydrochloride Cl.Cl.CC=1N=C2N(C=C(C=C2C(F)(F)F)C=2C=CC(=C(C2)O)C2=CN=C(N=N2)N2C[C@@H](NCC2)C(C)C)C1